FCCNC1=NC=CC(=N1)OC1CNCC1 3-((2-((2-fluoroethyl)amino)pyrimidin-4-yl)oxy)pyrrolidin